C1(CCCCC1)N1CCC1 cyclohexyl-azetidin